N-morpholino-2,6-diacetylpyridine-4-carboxamide O1CCN(CC1)NC(=O)C1=CC(=NC(=C1)C(C)=O)C(C)=O